C[C@@]12C=CC[C@H]1[C@@H]1CCC3C[C@@H](CC[C@]3(C)[C@H]1CC2)O androstan-16-en-3alpha-ol